C(CCCCCCCCC)O decan-1-ol